1,6-dimethyl-benzimidazole-5-carboxamide CN1C=NC2=C1C=C(C(=C2)C(=O)N)C